ClC=1C=C(C=C(C1)C#N)NC(C(=O)OC)=O methyl 2-((3-chloro-5-cyanophenyl) amino)-2-oxoacetate